(4-(2,2-difluoroethyl)phenyl)boronic acid FC(CC1=CC=C(C=C1)B(O)O)F